3-carbonyl-4-(2,4,5-Trifluorophenyl)-butyric acid propyl ester C(CC)OC(CC(CC1=C(C=C(C(=C1)F)F)F)=C=O)=O